N1SSC=C1C(=O)N 2,3-dithiazole-5-carboxamide